[Si](C)(C)(C(C)(C)C)O[C@@H](C(=O)OC(C)(C)C)COC1=CC=C2C=C(N=CC2=C1)Cl tert-Butyl (R)-2-((tert-butyldimethylsilyl)oxy)-3-((3-chloroisoquinolin-7-yl)oxy)propanoate